C1(CCCC1)N1N=C(C=C1C1=C(C=CC=C1)C(F)(F)F)C(=O)N[C@H](CC(=O)O)CC(C)N1CC(CCC1)(F)F (3S)-3-(1-cyclopentyl-5-(2-(trifluoromethyl)phenyl)-1H-pyrazole-3-carboxamido)-5-(3,3-difluoropiperidin-1-yl)hexanoic acid